1H-pyrrolo[1,5-a]pyrrole C1C=2N(C=C1)C=CC2